N(=[N+]=[N-])C(CCC1=CC=CC=C1)(CCC)CC(F)(F)F (3-azido-3-(2,2,2-trifluoroethyl)n-hexyl)benzene